C(C(C)C)(=O)OC[C@H]1O[C@@]([C@@H]([C@@H]1O)O)(C#N)C1=CC(=C2C(=NC=NN21)N)F ((2R,3S,4R,5R)-5-(4-amino-5-fluoropyrrolo[2,1-f][1,2,4]triazin-7-yl)-5-cyano-3,4-dihydroxytetrahydrofuran-2-yl)methyl isobutyrate